(S)-5-bromo-2-(2-(((5-oxopyrrolidin-2-yl)methyl)amino)ethyl)isoindolin-1-one BrC=1C=C2CN(C(C2=CC1)=O)CCNC[C@H]1NC(CC1)=O